FC=1C=CC(=C(C1)NC(=O)NC1=CC(=CC(=C1)OC)NCCO)CCO 1-[5-fluoro-2-(2-hydroxyethyl)phenyl]-3-[3-(2-hydroxyethylamino)-5-methoxyphenyl]urea